rel-4-bromo-6-chloro-5-((1s,2r)-2-methylcyclopropyl)-1-(tetrahydro-2H-pyran-2-yl)-1H-indazole BrC1=C2C=NN(C2=CC(=C1[C@@H]1[C@@H](C1)C)Cl)[C@@H]1OCCCC1 |o1:15|